F[C@@H]1C[C@@]2(CCCN2C1)COC1=NC2=C(C(=CC=C2C(=N1)N1CC2CCC(CC1)O2)C2=CC(=CC1=CC=C(C(=C21)C#C)F)O)F 4-(2-{[(2r,7as)-2-fluoro-hexahydro-1H-pyrrolizin-7a-yl]methoxy}-8-fluoro-4-{9-oxa-3-azabicyclo[4.2.1]non-3-yl}quinazolin-7-yl)-5-ethynyl-6-fluoronaphthalene-2-ol